NOCC(CC1=C(C=C(C=C1)C)C)NC(=O)C1=C(N=NC(=C1)C)OC1=C(C(=CC=C1)C1CC1)F N-[1-(aminooxymethyl)-2-(2,4-dimethylphenyl)ethyl]-3-(3-cyclopropyl-2-fluoro-phenoxy)-6-methyl-pyridazine-4-carboxamide